ethyl (1-(4-(5-(chlorodifluoromethyl)-1,2,4-oxadiazol-3-yl)phenyl)ethyl)(methyl)phosphinate ClC(C1=NC(=NO1)C1=CC=C(C=C1)C(C)P(OCC)(=O)C)(F)F